potassium ethylenediamine tetraacetate C(C)(=O)ON(CCN(OC(C)=O)OC(C)=O)OC(C)=O.[K]